S1C=CC(=C1)C=1C=CSC1 bithiophene-4-yl